CC1=C(C=NC=2OCCNC21)N2CC=1N=C(N=CC1CC2)NC2=CC(=CC=C2)N2CCN(CC2)C 7-{8-methyl-1H,2H,3H-pyrido[2,3-b][1,4]oxazin-7-yl}-N-[3-(4-methylpiperazin-1-yl)phenyl]-5H,6H,7H,8H-pyrido[3,4-d]pyrimidin-2-amine